CC=1C=CC(=NC1)C1C(C1)CN1C(N(C2=C1C=CC=C2)C(=O)OC(C)(C)C)=O Tert-butyl 3-((2-(5-methylpyridin-2-yl)cyclopropyl)methyl)-2-oxo-2,3-dihydro-1H-benzo[d]imidazole-1-carboxylate